6-chloro-1-(methoxymethyl)-1-methyl-3H-furo[3,4-c]pyridin-3-ol ClC1=CC2=C(C=N1)C(OC2(C)COC)O